C(C)C(CN(CC(CCCC)CC)CC1=NNC=N1)CCCC bis(2-ethylhexyl)aminomethyl-1,2,4-triazole